(S)-1-(pyridin-2-yl)ethanol N1=C(C=CC=C1)[C@H](C)O